N1=NN=C(C=C1)CCC(=O)O Triazine-propionic acid